2,2-difluoro-N-[rac-(2R,3S)-1-[1-(2-methyl-4-pyridyl)indazol-5-yl]-5-oxo-2-phenyl-pyrrolidin-3-yl]propanamide FC(C(=O)N[C@@H]1[C@H](N(C(C1)=O)C=1C=C2C=NN(C2=CC1)C1=CC(=NC=C1)C)C1=CC=CC=C1)(C)F |r|